(R)-N-((R)-2-(Difluoromethoxy)-1-(3-(difluoromethoxy)phenyl)ethyl)-3-(1-ethylcyclopropyl)-3-hydroxypropanamid FC(OC[C@@H](C1=CC(=CC=C1)OC(F)F)NC(C[C@@H](O)C1(CC1)CC)=O)F